1,1'-(oxybis(ethylene))bis(3-(3,5-bis(trifluoromethyl)phenyl)urea) O(CCNC(=O)NC1=CC(=CC(=C1)C(F)(F)F)C(F)(F)F)CCNC(=O)NC1=CC(=CC(=C1)C(F)(F)F)C(F)(F)F